FC1(CC1)C(=O)N[C@H](C(=O)N1C(CC(C1)O)C(=O)NCC1=C(C=C(C=C1)C1=C(N=CS1)C)OCCCCC=O)C(C)(C)C 1-((S)-2-(1-fluorocyclopropane-1-carboxamido)-3,3-dimethylbutyryl)-4-hydroxy-N-(4-(4-methylthiazol-5-yl)-2-((5-oxopentyl)oxy)benzyl)pyrrolidine-2-carboxamide